(7R,8R,9R)-2,3-di-methyl-7,8-dihydroxy-9-phenyl-7,8,9,10-tetrahydro-imidazo[1,2-h][1,7]naphthyridine CC=1N=C2N(C=CC=3[C@H]([C@@H]([C@H](NC23)C2=CC=CC=C2)O)O)C1C